7-chloro-N-[6-(cyanomethyl)-5-fluoro-2-methoxy-3-pyridinyl]imidazo[1,2-a]pyridine-3-sulfonamide ClC1=CC=2N(C=C1)C(=CN2)S(=O)(=O)NC=2C(=NC(=C(C2)F)CC#N)OC